6-(benzyloxy)-2,3-dihydrospiro[chromen-4,1'-cyclopropane] C(C1=CC=CC=C1)OC=1C=C2C(=CC1)OCCC21CC1